1-[5-isobutyl-2-(2H-tetrazol-5-yl)phenyl]-4-[(1-methylimidazol-4-yl)methyl]piperazine C(C(C)C)C=1C=CC(=C(C1)N1CCN(CC1)CC=1N=CN(C1)C)C=1N=NNN1